NC1=NC2=CC=C(C=C2C=C1C)C(=O)N(CC1=NC=C(C=C1)C(F)(F)F)[C@@H]1CCC[C@H]2[C@@H]1CCO2 2-amino-3-methyl-N-((3aR,4R,7aS)-octahydro-1-benzofuran-4-yl)-N-((5-(trifluoromethyl)-2-pyridinyl)methyl)-6-quinolinecarboxamide